Cl.BrC=1C=C(C=CC1)C(CN1CCOCC1)N 1-(3-bromophenyl)-2-morpholinoethan-1-amine hydrochloride